C(#C)C1=CC(=NC=C1)C1=CC=C(C=C1)C1=NC=CC(=C1)C#C 1,4-Bis(4-ethynylpyridyl)benzene